1,3-bis(succinimidyl)benzene C1(CCC(N1C1=CC(=CC=C1)N1C(CCC1=O)=O)=O)=O